C(C=C)(=O)NC1CCC(CC1)NC=1C2=C(NN1)C(N(C2)C(=O)N[C@H](CN(C)C)C2=CC=CC=C2)(C)C (S)-3-((4-acrylamidocyclohexyl)amino)-N-(2-(dimethylamino)-1-phenylethyl)-6,6-dimethyl-4,6-dihydropyrrolo[3,4-c]pyrazole-5(1H)-carboxamide